1-((benzyloxy)carbonyl)azocane-4-carboxylic acid C(C1=CC=CC=C1)OC(=O)N1CCC(CCCC1)C(=O)O